3-(2,2,2-trifluoroethyl)pyrazolo[1,5-a]pyridine-7-amine dihydrochloride Cl.Cl.FC(CC=1C=NN2C1C=CC=C2N)(F)F